[Ga+3].C(C=C)(=O)[O-].C(C=C)(=O)[O-].C(C=C)(=O)[O-] acrylic acid gallium salt